bromo-uridine Br[C@@]1([C@H](O)[C@H](O)[C@@H](CO)O1)N1C(=O)NC(=O)C=C1